[N+](=O)(O)[O-].C(N)(=N)N1N=C(C=C1)C 1-guanyl-3-methylpyrazole nitrate